1-octyl-1H-indol-5-amine C(CCCCCCC)N1C=CC2=CC(=CC=C12)N